(S)-2-(1-acryloylpiperidin-2-yl)-1-amino-4-(4-(thiazol-2-ylcarbamoyl)phenyl)-1H-imidazole-5-carboxamide C(C=C)(=O)N1[C@@H](CCCC1)C=1N(C(=C(N1)C1=CC=C(C=C1)C(NC=1SC=CN1)=O)C(=O)N)N